COC=1C=C2CCN(C(C2=C(C1)OCCC(C)C)=O)CC1=CC(=C(C=C1)F)Cl 6-methoxy-8-isopentyloxy-2-(3-chloro-4-fluorobenzyl)-3,4-dihydroisoquinolin-1(2H)-one